6-(2,2-difluorocyclopropyl)-5-fluoro-N-(8-fluoro-7-(2-hydroxypropan-2-yl)-2-(piperidin-4-yl)imidazo(1,2-a)pyridin-6-yl)pyridinecarboxamide FC1(C(C1)C1=C(C=CC(=N1)C(=O)NC=1C(=C(C=2N(C1)C=C(N2)C2CCNCC2)F)C(C)(C)O)F)F